6-fluoro-7-formyl-2,3-dihydrobenzo[b][1,4]dioxine-5-carbonitrile FC1=C(C2=C(OCCO2)C=C1C=O)C#N